CC1=C(C(=O)P(OC2=CC=CC=C2)(=O)CC)C(=CC(=C1)C)C phenyl (2,4,6-trimethylbenzoyl)ethylphosphinate